(3-(8-amino-6-(trifluoromethyl)imidazo[1,2-a]pyrazin-3-yl)-4-fluorophenyl)ethan-1-one NC=1C=2N(C=C(N1)C(F)(F)F)C(=CN2)C=2C=C(C=CC2F)C(C)=O